C(C1=CC=CC=C1)SC=1C=C(C=2N(C1)C(=CN2)C=2OC(=NN2)C(F)F)F 2-(6-(Benzylthio)-8-fluoroimidazo[1,2-a]pyridin-3-yl)-5-(difluoromethyl)-1,3,4-oxadiazole